4-chloro-1-(tetrahydrofuran-3-yl)-1H-pyrazole ClC=1C=NN(C1)C1COCC1